7-(5-(5-(7-hydroxy-7-methyl-2-azaspiro[3.5]nonan-2-yl)-1,3,4-thiadiazol-2-yl)-4-(isopropylamino)pyridin-2-yl)pyrrolo[1,2-b]pyridazine-3-carbonitrile OC1(CCC2(CN(C2)C2=NN=C(S2)C=2C(=CC(=NC2)C2=CC=C3N2N=CC(=C3)C#N)NC(C)C)CC1)C